5-((1-Benzylpiperidin-4-yl)amino)-3-fluoro-N-(4-methoxybenzyl)-4-methyl-N-(thiazol-4-yl)pyridine-2-sulfonamide C(C1=CC=CC=C1)N1CCC(CC1)NC=1C(=C(C(=NC1)S(=O)(=O)N(C=1N=CSC1)CC1=CC=C(C=C1)OC)F)C